C(OCCF)(OCCF)=O di(2-fluoroethyl) carbonate